(R)-N-(6-chloro-8-methylisoquinolin-1-yl)-4-(5-ethyl-1,3,4-thiadiazol-2-yl)-2-fluoro-N-(piperidin-3-yl)benzamide ClC=1C=C2C=CN=C(C2=C(C1)C)N(C(C1=C(C=C(C=C1)C=1SC(=NN1)CC)F)=O)[C@H]1CNCCC1